methyl (R)-2-(6-((1-(3-(difluoromethyl)-2-fluorophenyl)ethyl)amino)-5-(1,3-dioxolan-2-yl)-2-methylpyrimidin-4-yl)acetate FC(C=1C(=C(C=CC1)[C@@H](C)NC1=C(C(=NC(=N1)C)CC(=O)OC)C1OCCO1)F)F